FCC=CC(=O)O 4-fluorobut-2-enoic acid